ethyl 2-(oxetan-3-ylsulfanyl)acetate O1CC(C1)SCC(=O)OCC